ClC=1C=C(C=C(C1)Cl)NC(=O)C1(OC2C=CC1CC2)C(=O)N[C@H](CC(=O)OC)C methyl (3S)-3-[[3-[(3,5-dichlorophenyl)carbamoyl]-2-oxabicyclo[2.2.2]oct-5-ene-3-carbonyl]amino]butanoate